CC1=CC(=CC2=C1N=C(O2)C2=CC=C(N)C=C2)C 4-(4,6-dimethylbenzo[d]oxazol-2-yl)aniline